ClO chloroalcohol